C1=C(C=CC2=CC(=CC=C12)C1=CC=C(C=C1)NC1=CC=2C(C3=CC=CC=C3C2C=C1)(C)C)C1=CC2=CC=CC=C2C=C1 N-[4-(2,2'-binaphthyl-6-yl)phenyl]-9,9-dimethyl-9H-fluoren-2-amine